2-(4-cyclopropyl-6-methoxy-pyrimidin-5-yl)-4-[[3-fluoro-4-[1-methyl-4-(trifluoromethyl)imidazol-2-yl]phenyl]methoxy]-5H-pyrrolo[3,2-d]pyrimidine C1(CC1)C1=NC=NC(=C1C=1N=C(C2=C(N1)C=CN2)OCC2=CC(=C(C=C2)C=2N(C=C(N2)C(F)(F)F)C)F)OC